N-{6-[2-Fluoro-5-(Propan-2-yl)Phenyl]Pyridazin-4-yl}-7-[2-(4-Methylpiperazin-1-yl)Ethoxy]Quinolin-4-Amin FC1=C(C=C(C=C1)C(C)C)C1=CC(=CN=N1)NC1=CC=NC2=CC(=CC=C12)OCCN1CCN(CC1)C